Cl\C(\C1([C@@H](N2C(CC2S1(=O)=O)=O)C(=O)OC(C1=CC=CC=C1)C1=CC=CC=C1)C)=N/O (2s)-benzhydryl 3-((Z)-chloro(hydroxyimino)methyl)-3-methyl-7-oxo-4-thia-1-azabicyclo[3.2.0]heptane-2-carboxylate 4,4-dioxide